ClC=1C=C(C=C(C1)C)N1N=CC(=C1)[C@H](C(=O)NC1=NNC(=C1)C1CC1)C (R)-2-(1-(3-chloro-5-methylphenyl)-1H-pyrazol-4-yl)-N-(5-cyclopropyl-1H-pyrazol-3-yl)propanamide